FC=1C=C(C=CC1N1CCN(CC1)CC1CCNCC1)NC1C(NC(CC1)=O)=O 3-[(3-fluoro-4-{4-[(piperidine-4-yl)methyl]piperazin-1-yl}phenyl)amino]piperidine-2,6-dione